N-(4-vinylbenzyl)-N-decyl-N,N-dimethylammonium chloride [Cl-].C(=C)C1=CC=C(C[N+](C)(C)CCCCCCCCCC)C=C1